Cl.FC1(CCC2=C(C=CC=C12)[C@@H](C)N)F |r| (R/S)-1-(1,1-difluoro-2,3-dihydro-1H-inden-4-yl)ethanamine hydrochloride